FC=1C=C(C=C(C1)F)C1=CC(=CC=C1)C[C@@H]1N(CC[C@@H]1NS(=O)(=O)CC)C(=O)Cl (2S,3S)-2-((3',5'-difluoro[biphenyl]-3-yl)methyl)-3-((ethylsulfonyl)amino)pyrrolidine-1-carbonyl chloride